C12(CNCC(CC1)CC2)NS(=O)(=O)C2=CC=C(C=C2)C N-{3-azabicyclo[3.2.2]nonan-1-yl}-4-methylbenzenesulfonamide